COC=1C=C2C(=NC=NC2=CC1OC)OC1=CC(=C(C(=C1)F)C(C(=O)NC1=C(C=C(C=C1)F)N1CCOCC1)=O)F (4-((6,7-dimethoxyquinazolin-4-yl)oxy)-2,6-difluorophenyl)-N-(4-fluoro-2-morpholinophenyl)-2-oxoacetamide